[4-[2-(trifluoromethyl)-4-pyridinyl] phenyl] trifluoromethanesulfonate FC(S(=O)(=O)OC1=CC=C(C=C1)C1=CC(=NC=C1)C(F)(F)F)(F)F